(3-amino-8-azabicyclo[3.2.1]oct-8-yl)(6-(3-fluorophenyl)-5-(3-hydroxy-4-methoxyphenyl)-4-methoxypyridin-2-yl)methanone NC1CC2CCC(C1)N2C(=O)C2=NC(=C(C(=C2)OC)C2=CC(=C(C=C2)OC)O)C2=CC(=CC=C2)F